phenyl-6-(4-methylphenyl)-2,4-diamino-1,3,5-triazine C1(=CC=CC=C1)N1C(N=C(N=C1C1=CC=C(C=C1)C)N)N